(R)-N-(1-(3-amino-5-(trifluoromethyl)phenyl)ethyl)-6-cyclobutyl-2-methyl-5,6,7,8-tetrahydropyrido[4,3-d]pyrimidin-4-amine NC=1C=C(C=C(C1)C(F)(F)F)[C@@H](C)NC=1C2=C(N=C(N1)C)CCN(C2)C2CCC2